CC1=C(C(=CC=C1)C)C1=NC(=NC(=C1)OC[C@@H](CC(C)(C)C)NCC1=NC=C(C=N1)NCC(C)(C)C)NS(=O)(=O)C=1C=C(C(=O)O)C=CC1 3-[[4-(2,6-dimethylphenyl)-6-[(2R)-2-[[5-(2,2-dimethylpropylamino)pyrimidin-2-yl]methylamino]-4,4-dimethyl-pentoxy]pyrimidin-2-yl]sulfamoyl]benzoic acid